succinic acid bis(2,2-dimethylpropionyloxymethyl) ester CC(C(=O)OCOC(CCC(=O)OCOC(C(C)(C)C)=O)=O)(C)C